FC(C(=O)O)(F)F.C(C)N(C(=O)C1[C@H]2CNC[C@@H]12)CC (1R,5S,6r)-N,N-diethyl-3-azabicyclo[3.1.0]Hexane-6-carboxamide trifluoroacetate